methyl 3-amino-5-(difluoromethyl)-6-[(1R)-1-methylbut-3-enoxy]pyridine-2-carboxylate NC=1C(=NC(=C(C1)C(F)F)O[C@@H](CC=C)C)C(=O)OC